C1(=CC=CC=C1)C1=NC(=CC(=N1)C=1C(=C(C#N)C(=C(C1N1C2=CC=CC=C2C=2C=C(C=CC12)C)N1C2=CC=CC=C2C=2C=C(C=CC12)C)N1C2=CC=CC=C2C=2C=C(C=CC12)C)N1C2=CC=CC=C2C=2C=C(C=CC12)C)C1=CC=CC=C1 3-(2,6-diphenylpyrimidin-4-yl)-2,4,5,6-tetrakis(3-methyl-9H-carbazol-9-yl)benzonitrile